C1(CC1)C1=NOC(=N1)C1=CC(=C(C=C1)C)[N+](=O)[O-] 3-Cyclopropyl-5-(4-methyl-3-nitrophenyl)-1,2,4-oxadiazole